C(C1=CC=CC=C1)OC1=NC(=CC=C1N1CCOC2=C1C=CC(=C2)N)OCC2=CC=CC=C2 4-(2,6-dibenzyloxy-3-pyridinyl)-2,3-dihydro-1,4-benzoxazin-7-amine